3-ethyl-2-(2-methoxypyridin-4-yl)-5-(4-(1-methylpiperidin-4-yl)piperazin-1-yl)-1H-indole C(C)C1=C(NC2=CC=C(C=C12)N1CCN(CC1)C1CCN(CC1)C)C1=CC(=NC=C1)OC